4-(methylthio)-2-(palmitoyloxy)butyric acid CSCCC(C(=O)O)OC(CCCCCCCCCCCCCCC)=O